ClC/1=C(CC\C1=C/O)C=O (E)-2-chloro-3-(hydroxymethylene)cyclopent-1-ene-1-carbaldehyde